N-(5'-cyano-5-fluoro-[3,3'-bipyridin]-6-yl)-2-(2-(cyclopropanesulfonamido)thiazol-4-yl)-2-methylpropanamide C(#N)C=1C=C(C=NC1)C=1C=NC(=C(C1)F)NC(C(C)(C)C=1N=C(SC1)NS(=O)(=O)C1CC1)=O